5-(4-chloro-6-fluoro-1H-indole-2-carbonyl)-N-[1-(hydroxymethyl)cyclopropyl]-N-methyl-4H,5H,6H,7H-pyrazolo[1,5-a]pyrazine-3-carboxamide ClC1=C2C=C(NC2=CC(=C1)F)C(=O)N1CC=2N(CC1)N=CC2C(=O)N(C)C2(CC2)CO